FC(C1(COCC1)N)F 3-(difluoromethyl)tetrahydrofuran-3-amine